FC(C1=NN(C=C1C(=O)NNC1=CC=C(C=C1)OC1=CC=C(C=C1)CC)C)F 3-(difluoromethyl)-1-methyl-N'-(4-(4-ethylphenoxy)phenyl)-1H-pyrazole-4-hydrazide